1-(2-fluoro-5-(trifluoromethoxy)phenyl)-3,3-dimethyl-2-oxoindoline-5-carboxylic acid FC1=C(C=C(C=C1)OC(F)(F)F)N1C(C(C2=CC(=CC=C12)C(=O)O)(C)C)=O